The molecule is a N-glycosyl-1,2,4-triazine that is the 6-aza analogue of uridine 5'-monophosphate. It has a role as an antineoplastic agent and an EC 4.1.1.23 (orotidine-5'-phosphate decarboxylase) inhibitor. It is a N-glycosyl-1,2,4-triazine and a nucleoside monophosphate analogue. It derives from a 6-azauridine. It is a conjugate acid of a 6-azauridine 5'-monophosphate(2-). C1=NN(C(=O)NC1=O)[C@H]2[C@@H]([C@@H]([C@H](O2)COP(=O)(O)O)O)O